FC(C(CC(=O)N)C)(F)F 3-(trifluoromethyl)butanamide